D-Galactosamine hydrochloride Cl.OC1[C@H](N)[C@@H](O)[C@@H](O)[C@H](O1)CO